ClC=1C=CC(=C(C1)[C@H]1C[C@H](C1)NC(=O)C=1C(=NN(C1)[C@@H](C)C=1C=NC(=CC1C)N1C([C@@H]2C[C@@H]2C1)=O)C)C#N |o1:19| N-((cis)-3-(5-chloro-2-cyanophenyl)cyclobutyl)-3-methyl-1-((S or R)-1-(4-methyl-6-((1R,5S)-2-oxo-3-azabicyclo[3.1.0]hexan-3-yl)pyridin-3-yl)ethyl)-1H-pyrazole-4-carboxamide